allyl (S)-3-((((9H-fluoren-9-yl)methoxy)carbonyl)(methyl)amino)-4-oxo-4-(piperidin-1-yl)butanoate C1=CC=CC=2C3=CC=CC=C3C(C12)COC(=O)N([C@@H](CC(=O)OCC=C)C(N1CCCCC1)=O)C